FC1(CN(C1)CC1(COC1)C)C(=O)NC=1N=CC2=CC=C(C=C2C1)C=1C=NN(C1)C 3-fluoro-N-(6-(1-methyl-1H-pyrazol-4-yl)isoquinolin-3-yl)-1-((3-methyloxetan-3-yl)methyl)azetidine-3-carboxamide